C(#N)C1=C(SC2=C1CN(CC2)CC2CCCCC2)NC(CC2=CC(=C(C=C2)S(N)(=O)=O)OC)=O N-(3-Cyano-5-(cyclohexylmethyl)-4,5,6,7-tetrahydrothieno[3,2-c]pyridin-2-yl)-2-(3-methoxy-4-sulfamoylphenyl)acetamid